1-bromo-3-(2-(3-methoxyphenyl)propan-2-yl)benzene BrC1=CC(=CC=C1)C(C)(C)C1=CC(=CC=C1)OC